β,10α-pregna-4,6-diene-3,20-dione CC([C@H]1CC[C@H]2[C@@H]3C=CC4=CC(CC[C@@]4(C)[C@H]3CC[C@]12C)=O)=O